[N+](=O)([O-])C=1C=C(C#N)C=CC1NC[C@@H]1COCC1 (R)-3-nitro-4-(((tetrahydrofuran-3-yl)methyl)amino)benzonitrile